ClCC(=O)C(C(=O)N)(C)NC([C@@H](CC(C)C)NC(\C=C\C1=C(C=C(C=C1)Cl)F)=O)=O (2-chloroacetyl)-[[(2R)-2-[[(E)-3-(4-chloro-2-fluoro-phenyl)prop-2-enoyl]amino]-4-methyl-pentanoyl]amino]propionamide